Cl.C1=C(C=CC2=CC=CC=C12)C=1C=CC=C2C(=CC=NC12)OCCN1CCOCC1 4-(2-((8-(naphthalen-2-yl)quinolin-4-yl)oxy)ethyl)morpholine hydrochloride